ClC=1C=CC=2N(C1)C=C(N2)C(=O)N2C[C@@H]([C@H](CC2)N2CC1=CC=CC=C1CC2)O (6-chloroimidazo[1,2-a]pyridin-2-yl)[(3S,4S)-4-(3,4-dihydroisoquinolin-2(1H)-yl)-3-hydroxypiperidin-1-yl]methanone